1-(6-((S)-3-Fluoropyrrolidin-1-yl)-4-((2R,3S)-2-methyl-3-((methylsulfonyl)methyl)azetidin-1-yl)pyridin-2-yl)-6-(4-methoxypyridin-3-yl)-4-methyl-1H-pyrazolo[4,3-c]pyridine F[C@@H]1CN(CC1)C1=CC(=CC(=N1)N1N=CC=2C(=NC(=CC21)C=2C=NC=CC2OC)C)N2[C@@H]([C@H](C2)CS(=O)(=O)C)C